6-chloro-N-(5-cyanopyridin-2-yl)-7-formyl-3,4-dihydro-1,8-naphthyridine-1(2H)-carboxamide ClC=1C=C2CCCN(C2=NC1C=O)C(=O)NC1=NC=C(C=C1)C#N